C(C)N(C=NC=1C=CC2=C(C(NS2(CC2=CC(=CC=C2)C(F)(F)F)[O-])=O)C1)C N-ethyl-N-methyl-N'-(1-oxido-3-oxo-1-(3-(trifluoromethyl)benzyl)-3H-1λ4-benzo[d]isothiazol-5-yl)formimidamide